NC=1N=NC(=CC1N1CC2CCC(C1)N2C2=CC(=NC=C2)C#CCN2CC(C2)CC#N)C2=C(C=CC=C2)O 2-[1-[3-[4-[3-[3-amino-6-(2-hydroxyphenyl)pyridazin-4-yl]-3,8-diazabicyclo[3.2.1]octan-8-yl]-2-pyridyl]prop-2-ynyl]azetidin-3-yl]acetonitrile